[Na+].[N+](=O)([O-])C=1C=C(C(=CC1)C=CC=1C(=CC(=CC1)[N+](=O)[O-])S(=O)(=O)[O-])S(=O)(=O)[O-].[Na+] 4,4'-dinitrostilbene-2,2'-disulfonic acid sodium salt